3-[6-(2,5-dimethyl-pyrrol-1-yl)-4-methoxy-pyridin-3-yl]-3,8-diaza-bicyclo[3.2.1]Octane-8-carboxylic acid tert-butyl ester C(C)(C)(C)OC(=O)N1C2CN(CC1CC2)C=2C=NC(=CC2OC)N2C(=CC=C2C)C